C(=O)(O)CCN1C=NC=C1 1-(2-carboxyethyl)imidazole